4-(4-{3-[4-Chloro-3-(trifluoromethyl)phenyl]ureido}phenoxy)N2-methylpyridine-2-carboxamide 4-methylbenzenesulfonate CC1=CC=C(C=C1)S(=O)(=O)O.ClC1=C(C=C(C=C1)NC(NC1=CC=C(OC2=CC(=NC=C2)C(=O)NC)C=C1)=O)C(F)(F)F